7-(Tetrahydro-2H-pyran-4-yl)-2,3-dihydrobenzofuran-4-amine O1CCC(CC1)C=1C=CC(=C2CCOC21)N